(E)-6-methoxy-4-(4-methoxystyryl)-N-methylbenzofuran-2-carboxamide COC1=CC2=C(C=C(O2)C(=O)NC)C(=C1)\C=C\C1=CC=C(C=C1)OC